[C@@H]1([C@@H](C1)C(=O)Cl)C(=O)Cl E-(1R,2R)-cyclopropane-1,2-dicarboxylic acid dichloride